4,6-dimethoxy-2-(methylsulfonyl)pyrimidine COC1=NC(=NC(=C1)OC)S(=O)(=O)C